OC1=C(C(=C(C=O)C=C1)C)C 4-hydroxy-2,3-dimethylbenzaldehyde